tert-butyl (2R,4R)-4-((6-(2-allyl-6-(methylthio)-3-oxo-2,3-dihydro-1H-pyrazolo[3,4-d]pyrimidin-1-yl)pyridin-2-yl)oxy)-2-methylpiperidine-1-carboxylate C(C=C)N1N(C2=NC(=NC=C2C1=O)SC)C1=CC=CC(=N1)O[C@H]1C[C@H](N(CC1)C(=O)OC(C)(C)C)C